glutamyl-alanine methyl ester COC([C@@H](NC([C@@H](N)CCC(=O)O)=O)C)=O